ethyl (E)-3-(2-((4-((S)-2-(4-chloro-2-fluorophenyl)-2-methyl benzo[d][1,3]dioxol-4-yl)piperidin-1-yl)methyl)-1-(((S)-oxetan-2-yl)methyl)-1H-imidazol-5-yl)-2-methylacrylate ClC1=CC(=C(C=C1)[C@@]1(OC2=C(O1)C=CC=C2C2CCN(CC2)CC=2N(C(=CN2)/C=C(/C(=O)OCC)\C)C[C@H]2OCC2)C)F